C(C)(C)(C)OC(=O)N1C[C@H]([C@@H](CC1)C=1N=NC(=CC1C)N)C (3s,4r)-4-(6-amino-4-methylpyridazin-3-yl)-3-methylpiperidine-1-carboxylic acid tert-butyl ester